4-(5-(2,6-dimethylphenoxy)-1-methyl-2-oxo-1,2-dihydropyridin-4-yl)-6-methyl-2-(5-(trifluoromethyl)-1H-imidazol-2-yl)-1,6-dihydro-7H-pyrrolo[2,3-c]pyridin CC1=C(OC=2C(=CC(N(C2)C)=O)C=2C3=C(CN(C2)C)NC(=C3)C=3NC(=CN3)C(F)(F)F)C(=CC=C1)C